FC(C=1C=CC(=NC1)C1=CC2=C(SCC(N2)=O)C=C1)(F)F 6-(5-(trifluoromethyl)pyridin-2-yl)-2H-benzo[b][1,4]thiazin-3(4H)-one